CC1(CCN(CC1)C=1N=C(C2=C(N1)N=CC=C2)NCC2=C(C=CC=C2)C(F)(F)F)C 2-(4,4-dimethylpiperidin-1-yl)-N-(2-(trifluoromethyl)benzyl)pyrido[2,3-d]pyrimidin-4-amine